N,N-dioctadecylanilinium tetrakis(p-trifluoromethylphenyl)borate FC(C1=CC=C(C=C1)[B-](C1=CC=C(C=C1)C(F)(F)F)(C1=CC=C(C=C1)C(F)(F)F)C1=CC=C(C=C1)C(F)(F)F)(F)F.C(CCCCCCCCCCCCCCCCC)[NH+](C1=CC=CC=C1)CCCCCCCCCCCCCCCCCC